2-(4-(5-Chloro-4-((1-methyl-3-(2-(methylamino)-2-oxoethoxy)-2-oxo-1,2-dihydroquinolin-6-yl)amino)pyrimidin-2-yl)piperazin-1-yl)acetic acid ClC=1C(=NC(=NC1)N1CCN(CC1)CC(=O)O)NC=1C=C2C=C(C(N(C2=CC1)C)=O)OCC(=O)NC